ClCC=1C=CC(=NC1)OCC 5-(chloromethyl)-2-ethoxy-pyridine